N-{[4-(benzenesulfonyl)phenyl]methyl}-1H-pyrrolo[2,3-b]pyridine C1(=CC=CC=C1)S(=O)(=O)C1=CC=C(C=C1)CN1C=CC=2C1=NC=CC2